C(=CC1=CC=CC=C1)C=CC#N STYRENE-ACRYLONITRILE